cis-8-dimethylamino-1-[(1-hydroxy-cyclobutyl)-methyl]-3-[2-(4-methyl-piperazin-1-yl)-pyrimidin-5-yl]-8-phenyl-1,3-diazaspiro[4.5]decan-2-one CN(C1(CCC2(CN(C(N2CC2(CCC2)O)=O)C=2C=NC(=NC2)N2CCN(CC2)C)CC1)C1=CC=CC=C1)C